Cl.NC12CC(C1)(C2)C(=O)OC methyl 3-aminobicyclo[1.1.1]pentane-1-carboxylate HCl salt